OC(=CC)[N+](=O)[O-] 1-Hydroxy-1-nitropropene